diphenyl-Furan C1(=CC=CC=C1)C1=C(OC=C1)C1=CC=CC=C1